NC1=NC=2C=CC(=CC2C2=C1C=NN2C)C(=O)N([C@@H]2COC1=C2C=CC(=C1)C=1C=NC=CC1C(F)(F)F)C 4-amino-N,1-dimethyl-N-((3S)-6-(4-(trifluoromethyl)-3-pyridinyl)-2,3-dihydro-1-benzofuran-3-yl)-1H-pyrazolo[4,3-c]quinoline-8-carboxamide